methyl 2-(5-cyanopyridin-2-yl)-3-oxobutanoate C(#N)C=1C=CC(=NC1)C(C(=O)OC)C(C)=O